2-(5-bromopyridin-2-yl)-5-methylaniline BrC=1C=CC(=NC1)C1=C(N)C=C(C=C1)C